COC=1C=CC2=C(N=C(S2)C=2C(=CC(=NC2)C)NC(C)=O)C1 N-(5-(5-methoxybenzo[d]thiazol-2-yl)-2-methylpyridin-4-yl)acetamide